C1(CC(C(CC1)C(C)C)O)(C)C(=O)[O-].[B+3].C1(CC(C(CC1)C(C)C)O)(C)C(=O)[O-].C1(CC(C(CC1)C(C)C)O)(C)C(=O)[O-] boron mentholate